C(C1=CC=CC=C1)OC1=CC=C(C=C1)[C@H]1[C@@H](C1)NC1CCC(CC1)NC N1-((trans)-2-(4-(benzyloxy)phenyl)cyclopropyl)-N4-methylcyclohexane-1,4-diamine